(R)-N-((R)-8-(5-((2,3-dichlorophenyl)thio)-6-hydroxypyrazin-2-yl)-8-azaspiro[4.5]dec-1-yl)-2-methylpropan-2-sulfinamide ClC1=C(C=CC=C1Cl)SC=1N=CC(=NC1O)N1CCC2(CCC[C@H]2N[S@](=O)C(C)(C)C)CC1